N[C@@H]1C2=CC=CC(=C2CC12CCN(CC2)C=2C(NC(=CN2)SC2=C(C(=CC=C2)Cl)Cl)=O)OC (S)-3-(1-amino-4-methoxy-1,3-dihydrospiro[indene-2,4'-piperidin]-1'-yl)-6-((2,3-dichlorophenyl)thio)pyrazin-2(1H)-one